CC1=C(C=CC=C1C)C(C=O)C 2-(2,3-dimethylphenyl)propanal